2,4-diisopropyl-1,1-dimethylcyclohexane C(C)(C)C1C(CCC(C1)C(C)C)(C)C